COC1=CC(=CC=2CCC3=CC(=CC=C3C12)O)O 4-methoxy-9,10-dihydro-phenanthrene-2,7-diol